COC(=O)C1=NC(=C(C(=C1Cl)NC(C)=O)F)C1=CC(=C(C=C1)Br)C#N 4-acetamido-6-(4-bromo-3-cyanophenyl)-3-chloro-5-fluoropyridine-2-carboxylic acid methyl ester